phenyl-(ortho-biphenylamine) C1(=CC=CC=C1)C1=C(C(=CC=C1)C1=CC=CC=C1)N